2-(2-methyl-1H-benzimidazol-6-yl)-7-(4-methylpiperazin-1-yl)-4H-pyrido[1,2-a]pyrimidin-4-one CC1=NC2=C(N1)C=C(C=C2)C=2N=C1N(C(C2)=O)C=C(C=C1)N1CCN(CC1)C